(E)-N-(4-cinnamylaminobutyl)-4-hydroxy-2-methylbutan-2-enamide C(C=CC1=CC=CC=C1)NCCCCNC(\C(=C\CO)\C)=O